NC1=NN2C(C=C(C=C2)C=2C=C(C(=NC2)CC)C(=O)NCC2=C(C=CC(=C2)OC(F)(F)F)F)=N1 5-{2-amino-[1,2,4]triazolo[1,5-a]pyridin-7-yl}-2-ethyl-N-{[2-fluoro-5-(trifluoromethoxy)phenyl]methyl}pyridine-3-carboxamide